Methyl 6-chloro-1-((2,6-dihydroxy-5-nitropyrimidin-4-yl)methyl)-1,2,3,4-tetrahydronaphthalene-1-carboxylate ClC=1C=C2CCCC(C2=CC1)(C(=O)OC)CC1=NC(=NC(=C1[N+](=O)[O-])O)O